4-(7-(3-Aminopiperidin-1-yl)-3-(3-vinylphenyl)-3H-imidazo[4,5-b]pyridin-2-yl)-2-fluorobenzonitrile NC1CN(CCC1)C1=C2C(=NC=C1)N(C(=N2)C2=CC(=C(C#N)C=C2)F)C2=CC(=CC=C2)C=C